diethyl-propane-1,2-diamine C(C)C(C(C)N)(N)CC